C(C)(C)NC1=NC=2C=C(C(=CC2C2=C1CCC2)OC)OCC(CN2CCCC2)OC N-isopropyl-8-methoxy-7-(2-methoxy-3-(pyrrolidin-1-yl)propoxy)-2,3-dihydro-1H-cyclopenta[c]quinolin-4-amine